F[P-](F)(F)(F)(F)F.C(C)(=O)O[P+](N(C)C)(N(C)C)N(C)C acetoxytris(dimethylamino)phosphonium hexafluorophosphate